(2-Ethyl-8-methyl-6-piperazin-1-yl-imidazo[1,2-a]pyridin-3-yl)-[4-(4-fluoro-phenyl)-thiazol-2-yl]-methyl-amine C(C)C=1N=C2N(C=C(C=C2C)N2CCNCC2)C1N(C)C=1SC=C(N1)C1=CC=C(C=C1)F